C1(CCCCCCC1)NC(=O)C=1NC=C(C1)C1=CC=C(C=C1)Cl N-cyclooctyl-4-(4-chlorophenyl)-1H-pyrrole-2-carboxamide